2-((3bS,4aR)-5,5-difluoro-3-(trifluoromethyl)-3b,4,4a,5-tetra-hydro-1H-cyclopropa[3,4]cyclopenta[1,2-c]pyrazol-1-yl)acetamid FC1([C@H]2[C@@H](C3=C1N(N=C3C(F)(F)F)CC(=O)N)C2)F